2-((2S)-4-((1R)-4-chloro-2'-((hexahydro-1H-pyrrolizin-3-yl)methoxy)-2,3,5',8'-tetrahydro-6'H-spiro[indene-1,7'-quinazolin]-4'-yl)-1-(2-fluoroacryloyl)piperazin-2-yl)acetonitrile ClC1=C2CC[C@@]3(CCC=4C(=NC(=NC4C3)OCC3CCC4CCCN34)N3C[C@@H](N(CC3)C(C(=C)F)=O)CC#N)C2=CC=C1